3-(6-((4-(4-(5,7-dimethoxy-4-oxo-3,4-dihydroquinazolin-2-yl)phenyl)piperazin-1-yl)methyl)-7-fluoro-1-oxoisoindolin-2-yl)piperidine-2,6-dione COC1=C2C(NC(=NC2=CC(=C1)OC)C1=CC=C(C=C1)N1CCN(CC1)CC1=CC=C2CN(C(C2=C1F)=O)C1C(NC(CC1)=O)=O)=O